C(=C)C[SiH](OCC)OCC vinylmethyl-(diethoxy)silane